NC=1C2=C(C(NN1)=O)N(C=C2C2=CC=C(CNC(C1=C(C=CC(=C1)F)OC)=O)C=C2)C2CCOCC2 N-(4-(4-amino-7-oxo-1-(tetrahydro-2H-pyran-4-yl)-6,7-dihydro-1H-pyrrolo[2,3-d]pyridazin-3-yl)benzyl)-5-fluoro-2-methoxybenzamide